C(C1=CC=CC=C1)OC=1C=CC(=C(C1)CN1C(C2=CC=CC=C2C1=O)=O)[N+](=O)[O-] 2-{[5-(benzyloxy)-2-nitrophenyl]methyl}-1H-isoindole-1,3(2H)-dione